2,7-di-tert-butyl-carbazole C(C)(C)(C)C1=CC=2NC3=CC(=CC=C3C2C=C1)C(C)(C)C